2-(2-(4-ethyl-3-(4-morpholinopiperidin-1-yl)phenyl)propan-2-yl)-6-iodo-1H-indole-3-carboxylic acid sodium [Na].C(C)C1=C(C=C(C=C1)C(C)(C)C=1NC2=CC(=CC=C2C1C(=O)O)I)N1CCC(CC1)N1CCOCC1